(4,4-difluoro-1-((s)-1-((5-fluoropyridin-2-yl)amino)-1-oxopropan-2-yl)piperidin-3-yl)-2-methylpyridine 1-oxide FC1(C(CN(CC1)[C@H](C(=O)NC1=NC=C(C=C1)F)C)C=1C(=[N+](C=CC1)[O-])C)F